C(CCCCCCC)C(CCCCCCCC)OC(CCCCCCCOC(=O)[C@H]1N(C[C@@H](C1)N=[N+]=[N-])CCCCCC(OCCCCCCCCCCC)=O)=O (2S,4R)-4-azido-1-(6-oxo-6-undecoxy-hexyl)pyrrolidine-2-carboxylic acid [8-(1-octylnonyloxy)-8-oxo-octyl] ester